C1(CCCCC1)C(C)NS(=O)(=O)C=1C=C(C=CC1)N1C(CCC1)C(=O)O 1-(3-(N-(1-cyclohexylethyl)sulfamoyl)phenyl)pyrrolidine-2-carboxylic acid